(S)-1-(2-fluoro-5-(3-hydroxyprop-oxy)benzyl)-3,4-dimethyl-2-oxo-N-(2,4,6-trifluorobenzyl)-1,2,3,4-tetrahydro-quinazoline-7-carboxamide FC1=C(CN2C(N([C@H](C3=CC=C(C=C23)C(=O)NCC2=C(C=C(C=C2F)F)F)C)C)=O)C=C(C=C1)OCCCO